O(C=1C(C(=C(N(C1)CCCCCCCCCCCCCCCC)CC)O)=O)C=1C(C(=C(N(C1)CCCCCCCCCCCCCCCC)CC)O)=O 5,5'-oxybis(N-hexadecyl-2-ethyl-3-hydroxypyridin-4-one)